C1(\C=C\CCCCC1)N(C(O)=O)C1=CC=C(C=C1)C(C(N1CCN(CC1)C(C1=CC=CC=C1)(C1=CC=CC=C1)C1=CC=CC=C1)=O)O.C1(=CC=CC2=CC3=CC4=CC5=CC6=CC=CC=C6C=C5C=C4C=C3C=C12)SC1CCC(CC1)=O 4-(hexacenylthio)cyclohexanone (E)-cyclooct-2-en-1-yl-(4-(1-hydroxy-2-oxo-2-(4-tritylpiperazin-1-yl)ethyl)phenyl)carbamate